OC1=CC=C2C(C(COC2=C1)C1=CC=CC=C1)C1=CC=C(OCCCCN2CCN(CC2)C=2C=C3CN(C(C3=CC2)=O)C2C(NC(CC2)=O)=O)C=C1 3-(5-(4-(4-(4-(7-hydroxy-3-phenylchroman-4-yl)phenoxy)butyl)piperazin-1-yl)-1-oxoisoindolin-2-yl)piperidine-2,6-dione